formaldehyde [5,10-methylene-5,6,7,8-tetrahydrofolate] C1N2C=3C(NC(=NC3NCC2CN1C1=CC=C(C(N[C@@H](CCC(=O)O)C(=O)O)=O)C=C1)N)=O.C=O